3-(6-Chloro-3-methyl-5-(7-oxa-4-azaspiro[2.5]octan-4-yl)-1H-pyrazolo[4,3-b]pyridin-1-yl)-2,6-difluoro-5-(trifluoromethyl)phenol ClC=1C=C2C(=NC1N1C3(CC3)COCC1)C(=NN2C=2C(=C(C(=C(C2)C(F)(F)F)F)O)F)C